1-amino-2,5-di((trimethylsilyl)ethynyl)pyridine ethyl-2-(4-chloro-2-fluoro-phenyl)-6-[2-(1-cyclopropylpyrazol-4-yl)morpholin-4-yl]-3-formyl-pyridine-4-carboxylate C(C)OC(=O)C1=C(C(=NC(=C1)N1CC(OCC1)C=1C=NN(C1)C1CC1)C1=C(C=C(C=C1)Cl)F)C=O.NN1C(C=CC(=C1)C#C[Si](C)(C)C)C#C[Si](C)(C)C